(R)-1-(2-(2-((4-(4-methylpiperazin-1-yl)phenyl)amino)quinazolin-8-yl)morpholinyl)prop-2-en-1-one CN1CCN(CC1)C1=CC=C(C=C1)NC1=NC2=C(C=CC=C2C=N1)[C@@H]1CN(CCO1)C(C=C)=O